ClC1=C(C=CC=C1B1OC(C(O1)(C)C)(C)C)C1=CC=2N(C(C(=CN2)CN(C(OC(C)(C)C)=O)C[C@H]2NC(CC2)=O)=O)C=C1 (S)-tert-Butyl ((8-(2-chloro-3-(4,4,5,5-tetramethyl-1,3,2-dioxaborolan-2-yl)phenyl)-4-oxo-4H-pyrido[1,2-a]pyrimidin-3-yl)methyl)((5-oxopyrrolidin-2-yl)methyl)carbamate